COC(C1=C(C=CC=C1)OC1CCC2(CC(C2)(O)C=2C(=NOC2C2CC2)C2=C(C=CC=C2Cl)Cl)CC1)=O ((2-(5-cyclopropyl-3-(2,6-dichlorophenyl)isoxazol-4-yl)-2-hydroxyspiro[3.5]non-7-yl)oxy)benzoic acid methyl ester